3-methyl-3-(p-tolyl)cyclopentane-1-one CC1(CC(CC1)=O)C1=CC=C(C=C1)C